N-[2-fluoro-4-(4,4,5,5-tetramethyl-1,3,2-dioxaborolan-2-yl)phenyl]ethane-1-sulfonamide FC1=C(C=CC(=C1)B1OC(C(O1)(C)C)(C)C)NS(=O)(=O)CC